CC=1C(C(CCC1)(C)C)C(\C=C\C)=O (+)-[2E]-1-[2,6,6-trimethyl-2-cyclohexen-1-yl]-2-buten-1-one